(R)-4-(4-methylpyrazolo[1,5-a]pyridin-2-yl)-5-(pyrimidin-2-yl)-4,5,6,7-tetrahydro-1H-imidazo[4,5-c]pyridine CC=1C=2N(C=CC1)N=C(C2)[C@@H]2N(CCC1=C2N=CN1)C1=NC=CC=N1